6-bromo-2-methyl-3(2H)-pyridazinone BrC=1C=CC(N(N1)C)=O